BrC1=CC=C(C=C1)NNC(=O)C=1C(=NN(C1)C=1SC=CN1)C1CC1 N'-(4-bromophenyl)-3-cyclopropyl-1-(thiazol-2-yl)-1H-pyrazole-4-carbohydrazide